C(CCCCC)C(C(=O)OCCCCCCN(CCN(CCN1CCN(CC1)CCN(CCCCCCC(C(=O)[O-])(CCCCCCCC)CCCCCC)CCCCCCC(C(=O)[O-])(CCCCCCCC)CCCCCC)CCCCCCOC(C(CCCCCCCC)CCCCCC)=O)CCCCCCOC(C(CCCCCCCC)CCCCCC)=O)CCCCCCCC ((2-(4-(2-((2-(bis(6-((2-hexyldecanoyl)oxy)hexyl)amino)ethyl) (6-((2-hexyldecanoyl)oxy)hexyl)amino) ethyl)piperazin-1-yl)ethyl)azanediyl)bis(hexane-6,1-diyl)bis(2-hexyldecanoate)